C(C)OC(=O)C=1C=NC(=CC1N=[N+]=[N-])C1=CC=C(C=C1)F 4-azido-6-(4-fluorophenyl)pyridine-3-carboxylic acid ethyl ester